6-chloro-1-(2,6-diethylphenyl)-7-((3R)-3-methoxy-1-pyrrolidinyl)-4-((2S)-2-methyl-4-(2-propenoyl)-1-piperazinyl)pyrido[2,3-d]pyrimidin-2(1H)-one ClC1=CC2=C(N(C(N=C2N2[C@H](CN(CC2)C(C=C)=O)C)=O)C2=C(C=CC=C2CC)CC)N=C1N1C[C@@H](CC1)OC